OC=1C=C(C=CC1O)C=CC(=O)C1=C(C=C(C=C1OC)OC)O 3-(3,4-Dihydroxyphenyl)-1-(2-hydroxy-4,6-dimethoxyphenyl)prop-2-en-1-one